COC1=CC2=C(CC(N(C(C2)C)S(=O)(=O)C2=CC=C(C)C=C2)C)C=C1 7-methoxy-2,4-dimethyl-3-p-toluenesulfonyl-2,3,4,5-tetrahydro-1H-benzo[d]azepine